NCCOCCOCCOCCNC1=C2C(N(C(C2=CC=C1)=O)C1C(NC(CC1)=O)=O)=O 4-[2-[2-[2-(2-aminoethoxy)ethoxy]ethoxy]-ethylamino]-2-(2,6-dioxo-3-piperidyl)isoindoline-1,3-dione